5-(4-((3-cyclopropyl-2,4-dioxo-1,2,3,4-tetrahydropyrido[3,2-d]pyrimidin-7-yl)methyl)piperazin-1-yl)-N-methylpicolinamide C1(CC1)N1C(NC2=C(C1=O)N=CC(=C2)CN2CCN(CC2)C=2C=CC(=NC2)C(=O)NC)=O